C(CCCCCCC)(=O)[O-].C(CCCCCCC)[Sn+]CCCCCCCC dioctyl-tin monocaprylate